C(C1=CC=CC=C1)\N=C(/CC(C(=O)OC)=O)\NC(=O)OCC Methyl (E)-4-(benzylimino)-4-((ethoxycarbonyl)amino)-2-oxobutanoate